O(C#N)C1=CC=C(C=C1)C(C(C)C)(C(CC)C)C1=CC=C(C=C1)OC#N 3,3-bis(4-cyanatophenyl)-2,4-dimethylhexane